N1(N=CN=C1)CC12CC(CC(N1C(=O)NC1=CC(=C(C=C1)C)C1=NC=C(C=N1)F)C2)C 1-((1H-1,2,4-triazol-1-yl)methyl)-N-(3-(5-fluoropyrimidin-2-yl)-4-methylphenyl)-3-methyl-6-azabicyclo[3.1.1]heptane-6-carboxamide